FC1(CCC(CC1)C1=NC=CC(=C1NC(=O)C=1C=NC(=NC1)OC(C)C)C1=NC=CC=C1C(F)(F)F)F N-(2'-(4,4-difluorocyclohexyl)-3-(trifluoromethyl)-[2,4'-bipyridin]-3'-yl)-2-isopropoxypyrimidine-5-carboxamide